ClC1=CC=2N(C=C1)C=NC2C(C(=O)N)(C)C 2-(7-chloroimidazo[1,5-a]pyridin-1-yl)-2-methylpropanamide